ClC=1C(=NC(=NC1)NC1CCC(CC1)NCCCC#C)C=1C=NN(C1CC1CC1)C (1r,4r)-N1-(5-Chloro-4-(5-(cyclopropylmethyl)-1-methyl-1H-pyrazol-4-yl)pyrimidin-2-yl)-N4-(pent-4-yn-1-yl)cyclohexane-1,4-diamine